FC(C(=O)O)(F)F.C[C@H]1CN(C[C@H](N1)C)C1=C2C(=NC=C1)N(CC2)C(=O)NC2=CC=1C(N=C2OCC)=NN(C1)C 4-((3S,5R)-3,5-dimethylpiperazin-1-yl)-N-(6-ethoxy-2-methyl-2H-pyrazolo[3,4-b]pyridin-5-yl)-2,3-dihydro-1H-pyrrolo[2,3-b]pyridine-1-carboxamide 2,2,2-trifluoroacetate